CNCC1N(CCN(C1)C(=O)OCC)C(=O)OC1=C(C=C(C=C1)CNC(CCCCC=CC(C)C)=O)OC (E)-4-Ethyl 1-(2-Methoxy-4-((8-Methylnon-6-Enamido)Methyl)Phenyl) 2-((Methylamino)Methyl)Piperazine-1,4-Dicarboxylate